3-(isopentyldisulfanyl)butan-2-one C(CC(C)C)SSC(C(C)=O)C